C(#N)C1=NC=C(C=N1)N1C(N(C2(C1)CCC(CC2)(C2=CC=CC=C2)N(C)C)CC(=O)N(C)C)=O cis-2-[3-(2-cyano-pyrimidin-5-yl)-8-dimethylamino-2-oxo-8-phenyl-1,3-diazaspiro[4.5]decan-1-yl]-N,N-dimethyl-acetamide